5-propyl-4,5-dihydroisoxazole-5-carboxamide C(CC)C1(CC=NO1)C(=O)N